(R)-N-methyl-N-(pyrrolidin-3-yl)quinolin-3-amine hydrochloride Cl.CN(C=1C=NC2=CC=CC=C2C1)[C@H]1CNCC1